ClC=1C=NC=C(C1C1=NOC(=C1C1=CC2(C1)CCN(CC2)C=2C=C1C(=CC=NC1=CC2)C(F)(F)F)C2(CC2)C)Cl 6-(2-(3-(3,5-Dichloropyridin-4-yl)-5-(1-methylcyclopropyl)isoxazol-4-yl)-7-azaspiro[3.5]non-1-en-7-yl)-4-(trifluoromethyl)chinolin